COCCNC1=CC2=C(C(N(N=C2C(C)C)CC(=O)NC2=NC=CC=N2)=O)S1 {2-[(2-methoxyethyl)amino]-7-oxo-4-(propan-2-yl)-6H,7H-thieno[2,3-d]pyridazin-6-yl}-N-(pyrimidin-2-yl)acetamide